N[C@@H]1C2=CC=CC=C2CC12CCN(CC2)C=2NC(C1=C(N2)NN=C1C=1C=2C=CC=NC2CCC1)=O (S)-6-(1-amino-1,3-dihydrospiro[indene-2,4'-piperidine]-1'-yl)-3-(7,8-dihydroquinolin-5-yl)-1,5-dihydro-4H-pyrazolo[3,4-d]pyrimidin-4-one